C(C)(C)C(COC)(COC)CCC(C)C 2-isopropyl-2-(3-methylbutyl)-1,3-dimethoxypropane